3-fluoro-6-nitroquinoline FC=1C=NC2=CC=C(C=C2C1)[N+](=O)[O-]